O1C(=CC=C1)CNC(=O)C1CCNCC1 N-(furan-2-ylmethyl)piperidine-4-carboxamide